2-((4-(2-(4-chlorophenoxy)acetyl)piperazin-1-yl)methyl)-3-(2-cyclopropyl-6-isopropoxy-1-oxo-1,2,3,4-tetrahydroisoquinolin-7-yl)quinazolin-4(3H)-one ClC1=CC=C(OCC(=O)N2CCN(CC2)CC2=NC3=CC=CC=C3C(N2C2=C(C=C3CCN(C(C3=C2)=O)C2CC2)OC(C)C)=O)C=C1